(2R)-2-(6-{5-chloro-2-[(1,2-dimethyl-1H-imidazol-5-yl)amino]pyrimidin-4-yl}-1-oxo-2,3-dihydro-1H-isoindol-2-yl)-N-[(1S)-1-(3-fluoro-5-methoxyphenyl)-2-hydroxyethyl]propanamide ClC=1C(=NC(=NC1)NC1=CN=C(N1C)C)C1=CC=C2CN(C(C2=C1)=O)[C@@H](C(=O)N[C@H](CO)C1=CC(=CC(=C1)OC)F)C